(R)-1-((tert-Butoxycarbonyl) amino) propan-2-yl-4-methylbenzenesulfonate CC(C)C1=C(C=CC(=C1)C)S(=O)(=O)ONC(=O)OC(C)(C)C